(4R,5R,6S)-4,5-dihydroxy-6-(6'-methylsalicyloxy)-2-hydroxymethyl-2-cyclohexen-1-one O[C@@H]1C=C(C([C@H]([C@@H]1O)OCC=1C(O)=CC=CC1C)=O)CO